FC=1C=C(C=CC1F)[C@H]1[C@@H](C1)NC=1C2=C(N=C(N1)SCCC)N(N=N2)[C@H]2[C@@H]([C@@H]([C@H](C2)OCCO)O)O (1s,2s,3r,5s)-3-[7-[(1r,2s)-2-(3,4-difluorophenyl)cyclopropylamino]-5-(propylsulfanyl)-3H-[1,2,3]triazolo[4,5-d]pyrimidin-3-yl]-5-(2-hydroxyethoxy)-1,2-cyclopentanediol